1-(2,4-difluorophenyl)-6-[3-(2-methoxyethyl)-3,6-diazabicyclo[3.1.1]heptan-6-yl]pyrazolo[3,4-d]pyrimidin-4-ol FC1=C(C=CC(=C1)F)N1N=CC=2C1=NC(=NC2O)N2C1CN(CC2C1)CCOC